BrC1=CC=C2C(C(N(C2=C1)C(C1=CC=CC=C1)(C1=CC=CC=C1)C1=CC=CC=C1)=O)=N 6-Bromo-3-imino-1-tritylindolin-2-one